6-(5-cyanopyrazolo[3,4-b]pyridin-1-yl)-4-[[(1R)-1-cyanoethyl]amino]pyridine-3-carboxylic acid C(#N)C=1C=C2C(=NC1)N(N=C2)C2=CC(=C(C=N2)C(=O)O)N[C@H](C)C#N